(1S,3S)-3-HYDROXYCYCLOHEXANE OC1CCCCC1